N1C(CCC1)CNC1CCCCCC1 N-(pyrrolidin-2-yl-methyl)cycloheptanamine